2,3,4,5-tetrafluoro-N,N-bis(4-methoxybenzyl)benzenesulfonamide FC1=C(C=C(C(=C1F)F)F)S(=O)(=O)N(CC1=CC=C(C=C1)OC)CC1=CC=C(C=C1)OC